C[C@H]1CN(C[C@@H]2N1CC1=CC(=CC=C21)N2CCNCC2)C2=C1C=CC=NC1=C(C=C2)C#N 5-[(4S,10bR)-4-methyl-8-piperazin-1-yl-3,4,6,10b-tetrahydro-1H-pyrazino[2,1-a]isoindol-2-yl]quinoline-8-carbonitrile